BrCCC1=C(C=C(C=C1)C1=CC=C(C=C1)C(F)(F)F)Cl 4-(bromoethyl)-3-chloro-4'-(trifluoromethyl)biphenyl